(3-(2-Bromoacetyl)bicyclo[1.1.1]pent-1-yl)carbamic acid tert-butyl ester C(C)(C)(C)OC(NC12CC(C1)(C2)C(CBr)=O)=O